7-(1H-benzo[d]Imidazol-4-yl)-2-methyl-2,7-diazaspiro[3.5]Nonane N1C=NC2=C1C=CC=C2N2CCC1(CN(C1)C)CC2